thiazolo[5,4-d]thiazole dichloride [Cl-].[Cl-].S1C=NC2=C1N=CS2